FC=1C=C(O[C@H](C(=O)N2CCC3(CS(C3)(=O)=O)CC2)C)C=CC1F (S)-2-(3,4-difluorophenoxy)-1-(2,2-dioxo-2-thia-7-azaspiro[3.5]nonan-7-yl)propan-1-one